C(C)(C)C1=CC=C(C=C1)C1=CC(=CC=C1)S(=O)(=O)N1CC(CCC1)CC(C(=O)NS(=O)(=O)C1=CC(=CC=C1)OC)(C)OC1=CC=CC=C1 1-((4'-isopropyl-[1,1'-biphenyl]-3-yl)sulfonyl)piperidin-3-yl(phenoxy)-N-((3-methoxyphenyl)sulfonyl)-2-methylpropanamide